hexahydro-1H-indolizin C1CCN2CCCCC12